1-(4-(difluoromethoxy)phenyl)-5-isobutyl-3-methyl-1H-pyrazole-4-carboxylic acid FC(OC1=CC=C(C=C1)N1N=C(C(=C1CC(C)C)C(=O)O)C)F